N=1C=CN2C1N=CC(=C2)C#CC=2C=C(C(=O)NC1=CC(=CC(=C1)C(F)(F)F)N1C=NC(=C1)C)C=CC2C 3-(2-(imidazo[1,2-a]pyrimidin-6-yl)ethynyl)-4-methyl-N-(3-(4-methyl-1H-imidazol-1-yl)-5-(trifluoromethyl)phenyl)benzamide